tert-butyl 4,4-dimethyl-2,2-dioxo-1,2lambda6,3-oxathiazolidine-3-carboxylate CC1(N(S(OC1)(=O)=O)C(=O)OC(C)(C)C)C